C(#N)C1=CC2=C(N=C(N2)C2=CNC3=CC=C(C=C23)C2=CC=C(C=C2)C#N)C=C1 3-(5-Cyanobenzimidazol-2-yl)-5-(4-cyanophenyl)indole